Cl.N1CCC(CC1)(O)O piperidine-4,4-diol hydrochloride